[Au](=S)=S gold-disulfide